(5-(5-((1R,2S)-2-fluorocyclopropyl)-1,2,4-oxadiazol-3-yl)-2-methylphenyl)imidazo[1,2-a]pyridine-3-carboxamide F[C@@H]1[C@H](C1)C1=NC(=NO1)C=1C=CC(=C(C1)C=1N=C2N(C=CC=C2)C1C(=O)N)C